C[C@H]1O[C@@H](CN(C1)C1=NC(=NC=C1)C1=CN=C2N1C=C(C=C2)C(F)(F)F)C(=O)N (2S,6R)-6-methyl-4-(2-(6-(trifluoromethyl)imidazo[1,2-a]pyridin-3-yl)pyrimidin-4-yl)morpholine-2-carboxamide